2,5-bis(o-chlorophenyl)-4-(3,4-dimethoxyphenyl)-1H-imidazole ClC1=C(C=CC=C1)C=1NC(=C(N1)C1=CC(=C(C=C1)OC)OC)C1=C(C=CC=C1)Cl